Cl.CC1=CNC=2N=CN=C(C21)N2CCSC(=C2)C2=NN(N=C2)C2CCNCC2 4-(5-methyl-7H-pyrrolo[2,3-d]pyrimidin-4-yl)-6-(2-(piperidin-4-yl)-2H-1,2,3-triazol-4-yl)-3,4-dihydro-2H-1,4-thiazine hydrochloride